tert-butyl 2-(3-fluoro-4-(4,4,5,5-tetramethyl-1,3,2-dioxaborolan-2-yl)phenyl)acetate FC=1C=C(C=CC1B1OC(C(O1)(C)C)(C)C)CC(=O)OC(C)(C)C